C(CC)N[O-].C(C1=CC=CC=C1)(=O)N benzoamide propylaminoxide